C1(=C(C=CC=C1)C1=C(C(=NN=N1)C1=C(C=CC=C1)C1=C(C=CC=2[Se]C3=C(C21)C=CC=C3)C3=CC=CC=C3)C3=CC=CC=C3)C3=CC=CC=C3 [(biphenylyl)phenyltriazinyl](phenyldibenzoselenophenyl)benzene